butyl(phenylethyl)phosphinat C(CCC)P([O-])(=O)CCC1=CC=CC=C1